C(C)OP(=O)(OCC)CC=1C=C2C=C(NC2=CC1)C(=O)OC1=CC=C(C=C1)[N+](=O)[O-] 4-nitrophenyl 5-((diethoxyphosphoryl)methyl)-1H-indole-2-carboxylate